COC=C1CC(N(CC1)C(=O)OC(C)(C)C)(C)C tert-butyl 4-(methoxymethylene)-2,2-dimethyl-piperidine-1-carboxylate